OC=1C=C(C=CC1C(C=CC1=CC=C(C=C1)O)=O)NC(=O)OC1=CC=C(C(=O)OC)C=C1 Methyl 4-[[3-hydroxy-4-[3-(4-hydroxyphenyl)prop-2-enoyl]phenyl]carbamoyloxy]benzoate